ClC1=CC(=C(OCC2=NNC(C=C2)=O)C=C1C)C1CCCCC1 3-[(4-chloro-2-cyclohexyl-5-methylphenoxy)methyl]-1H-pyridazin-6-one